4-(5-(6-((6-methoxypyridin-3-yl)methyl)-3,6-diazabicyclo[3.1.1]heptan-3-yl)pyrazin-2-yl)-6-(1-methyl-1H-pyrazol-4-yl)pyrazolo[1,5-a]pyridine COC1=CC=C(C=N1)CN1C2CN(CC1C2)C=2N=CC(=NC2)C=2C=1N(C=C(C2)C=2C=NN(C2)C)N=CC1